(S)-4-(4-hydrazinobenzyl)-3-methylmorpholine hydrochloride Cl.N(N)C1=CC=C(CN2[C@H](COCC2)C)C=C1